6-[(7-methyl-2-quinolyl)amino]-3,4-dihydro-1H-quinolin-2-one CC1=CC=C2C=CC(=NC2=C1)NC=1C=C2CCC(NC2=CC1)=O